5-((5-chloro-4-(1H-indol-3-yl)pyrimidin-2-yl)amino)-2-oxopyridin ClC=1C(=NC(=NC1)NC=1C=CC(NC1)=O)C1=CNC2=CC=CC=C12